[Br-].C(CCCCCCCCCCCCCCC)[NH3+] N-hexadecyl-ammonium bromide